C(C)(C)(C)OC(=O)N1CCC(CC1)N1C(N(C2=C1C=C(C(=C2)F)Br)CC2=C(C=C(C=C2)C=2OC(=NN2)C(F)F)F)=O 4-(6-Bromo-3-(4-(5-(difluoromethyl)-1,3,4-oxadiazol-2-yl)-2-fluorobenzyl)-5-fluoro-2-oxo-2,3-dihydro-1H-benzo[d]imidazol-1-yl)piperidine-1-carboxylic acid tert-butyl ester